(1-chlorocyclopropyl)-1-(2-chlorophenyl)-3-(1H-1,2,4-triazol-1-yl)propan-2-ol ClC1(CC1)C(C(CN1N=CN=C1)O)C1=C(C=CC=C1)Cl